FC1=C(C=C(C(=C1)F)F)NC(N)=O 3-(2,4,5-trifluorophenyl)urea